(E)-2-(2-(3-Methoxy-2-methylphenyl)-2-(phenylsulfonyl)vinyl)tetrahydrofuran COC=1C(=C(C=CC1)\C(=C/C1OCCC1)\S(=O)(=O)C1=CC=CC=C1)C